CC(C(=O)OCC)CC(C)C Ethyl 2,4-dimethylpentanoate